3-[[2-(2,6-dioxo-3-piperidyl)-1,3-dioxo-isoindolin-4-yl]amino]propyl 4-methylbenzenesulfonate CC1=CC=C(C=C1)S(=O)(=O)OCCCNC1=C2C(N(C(C2=CC=C1)=O)C1C(NC(CC1)=O)=O)=O